3-((6-(3-Chloro-1H-pyrazol-4-yl)-4-(1-hydroxyethyl)-1-oxoisoquinolin-2(1H)-yl)methyl)-N-methylbenzamide ClC1=NNC=C1C=1C=C2C(=CN(C(C2=CC1)=O)CC=1C=C(C(=O)NC)C=CC1)C(C)O